(3R)-4-amino-N-cyclobutyl-3-methyl-N-((6-(trifluoromethyl)-3-pyridazinyl)methyl)-1,3-dihydrofuro[3,4-c][1,7]naphthyridine-8-carboxamide NC1=NC=2C=NC(=CC2C2=C1[C@H](OC2)C)C(=O)N(CC=2N=NC(=CC2)C(F)(F)F)C2CCC2